indium (III) chloride dihydrate O.O.[Cl-].[In+3].[Cl-].[Cl-]